C1(CC1)CN1C=CC2=NN(C(C(=C21)C=2C=NC(=CC2)C(F)F)=O)C=2C=CC1=C(N(C(=N1)C)C)C2 5-(cyclopropylmethyl)-4-(6-(difluoromethyl)pyridin-3-yl)-2-(1,2-dimethyl-1H-benzo[d]imidazol-6-yl)-2,5-dihydro-3H-pyrrolo[3,2-c]pyridazin-3-one